C(#N)C1=CC=C(OC(C2=CC=C(C(=O)NCCOC)C=C2)C(NC=2SC3=C(N2)C=C(C(=C3)OC)OC)=O)C=C1 4-[(4-Cyano-phenoxy)-(5,6-dimethoxy-benzothiazol-2-ylcarbamoyl)-methyl]-N-(2-methoxy-ethyl)-benzamide